7-(trifluoromethyl)thieno[3,2-b]pyridine-3-carboxylic acid methyl ester COC(=O)C1=CSC=2C1=NC=CC2C(F)(F)F